3-bromo-5-((5-(tert-butyl)isoxazol-3-yl)amino)-1-((2-(trimethylsilyl)ethoxy)methyl)-1H-pyrazole-4-carboxamide BrC1=NN(C(=C1C(=O)N)NC1=NOC(=C1)C(C)(C)C)COCC[Si](C)(C)C